(R)-(3-Aminopiperidin-1-yl)(2-(1-(cyclopropylmethyl)-5,6-difluoro-1H-indol-2-yl)-3,4-dihydro-5-oxa-1,2a-diazaacenaphthylen-7-yl)methanon N[C@H]1CN(CCC1)C(=O)C=1C=C2OCCN3C(=NC(C1)=C32)C=3N(C2=CC(=C(C=C2C3)F)F)CC3CC3